Methyl (((3S,3aS)-8-Fluoro-1-oxo-7-thiomorpholino-3a,4-dihydro-1H,3H-benzo[b]oxazolo[3,4-d][1,4]oxazin-3-yl)methyl)carbamate FC1=CC2=C(OC[C@@H]3N2C(O[C@H]3CNC(OC)=O)=O)C=C1N1CCSCC1